COCCOC1=CC=C(C=C1)NC(=O)C=1SC=CC1 N-(4-(2-methoxyethoxy)phenyl)thiophene-2-carboxamide